N1C(=NC=C1)CNCC1=CC(=C(C(=O)NC(C)C2=CC(=CC3=CC=CC=C23)C=2C=NN(C2)C)C=C1)C 4-((((1H-imidazol-2-yl)methyl)amino)methyl)-2-methyl-N-(1-(3-(1-methyl-1H-pyrazol-4-yl)naphthalen-1-yl)ethyl)benzamide